N-(2-isopropoxy-4-(5-methyl-1,3,4-oxadiazol-2-yl)phenyl)-5-methyl-1H-pyrrole-2-carboxamide C(C)(C)OC1=C(C=CC(=C1)C=1OC(=NN1)C)NC(=O)C=1NC(=CC1)C